[Si](C)(C)(C(C)(C)C)OCC#CC=1C=2C3=C(NC2C(=C(C1)Cl)Cl)CCNC(C3C)=O 10-(3-((tert-butyldimethylsilyl)oxy)prop-1-yn-1-yl)-7,8-dichloro-1-methyl-3,4,5,6-tetrahydroazepino[4,5-b]indol-2(1H)-one